2-(6-chloro-8-fluoro-4-((S)-2-methyl-4-(2,3,5,6-tetrafluoro-4-(methylsulfonyl)phenyl)piperazin-1-yl)quinolin-7-yl)-3-fluorophenol ClC=1C=C2C(=CC=NC2=C(C1C1=C(C=CC=C1F)O)F)N1[C@H](CN(CC1)C1=C(C(=C(C(=C1F)F)S(=O)(=O)C)F)F)C